ClC1=CC=C(S1)NC(=O)N1[C@H](C[C@H](C1)OC)C(=O)O (2R,4R)-1-(5-chlorothiophene-2-ylcarbamoyl)-4-methoxypyrrolidine-2-carboxylic acid